diethyl 4-bromomethylbenzylphosphite BrCC1=CC=C(CP(OCC)(OCC)[O-])C=C1